CN1C(N=NC1OC)=O 4-methyl-5-methoxy-1,2,4-triazolinone